tri-hydroxymethyl-sodium phenolate C1(=CC=CC=C1)[O-].OC(O)(O)[Na]